C(CCCCCCCCCCC)(=O)[O-].[Li+].CC1=C(C=NC(=C1)OC1=CC=CC=C1)N1C2=C(SC=3N=CC=C(NC1=O)C32)C(=O)N 4-methyl-6-phenoxypyridin-3-yl-4-oxo-4,5-dihydro-3H-1-thia-3,5,8-triazaacenaphthylene-2-carboxamide Lithium laurat